C(=O)(O)C(CC(=O)C1=CC2=C(S1)C=C(C=C2)OC)C 2-(3-carboxybutanoyl)-6-methoxybenzo[b]thiophen